N-[4-[3-(4-Ethoxyphenyl)prop-2-enoyl]-3-hydroxyphenyl]acetamide C(C)OC1=CC=C(C=C1)C=CC(=O)C1=C(C=C(C=C1)NC(C)=O)O